BrC1C(N(CC1)C(C)C)=O 3-Bromo-1-(propan-2-yl)pyrrolidin-2-one